N12CCCN=CC2CCCC1 1,5-diazabicyclo[5.4.0]-5-undecene